BrC1=C2C=3CCCCC3C=CC2=CC=C1 5-bromo-1,2,3,4-tetrahydrophenanthrene